(Z)-2-(1,3-dithian-2-yl)-4-methoxyphenyl 3-(pyridin-4-yl)acrylate N1=CC=C(C=C1)\C=C/C(=O)OC1=C(C=C(C=C1)OC)C1SCCCS1